N(C(=N)N)C1=CC=C(C(=O)O)C=C1 Para-guanidinobenzoic acid